O1[C@@H](COC2=NC=CC=C21)CN2N=C1C3=C(CCC1=C2)OC(=C3C)C(=O)NCC3=NOC=C3 2-[(2R)-2,3-Dihydro[1,4]dioxino[2,3-b]pyridin-2-ylmethyl]-8-methyl-N-(1,2-oxazol-3-ylmethyl)-4,5-dihydro-2H-furo[2,3-g]indazol-7-carboxamid